4-(1-(4-(4-Isopropylpiperazin-1-yl)phenyl)-6-methoxy-3,4-dihydronaphthalen-2-yl)aniline C(C)(C)N1CCN(CC1)C1=CC=C(C=C1)C1=C(CCC2=CC(=CC=C12)OC)C1=CC=C(N)C=C1